5-bromo-4-((4-(1-methyl-4-(trifluoromethyl)-1H-imidazol-2-yl)benzyl)amino)pyrimidin-2-ol BrC=1C(=NC(=NC1)O)NCC1=CC=C(C=C1)C=1N(C=C(N1)C(F)(F)F)C